C(OC[C@H]1O[C@@]([C@@H]2OC(CCCC(O[C@@H]21)=O)=O)(C#N)C2=CC=C1C(=NC=NN12)N)(OC)=O ((7aR,8R,10R,10aR)-10-(4-aminopyrrolo[2,1-f][1,2,4]triazin-7-yl)-10-cyano-2,6-dioxooctahydro-2H-furo[3,4-b][1,4]dioxonin-8-yl)methyl methyl carbonate